CC1C=2N(C(CN1)C)C=CC2 1,4-dimethyl-1,2,3,4-tetrahydropyrrolo[1,2-a]pyrazine